ClC1=CC=C(C=C1)C=1C=C(C(N(N1)C1=CC(=CC=C1)F)=O)C(=O)N[C@H](CO)[C@@H]1COCC1 6-(4-chlorophenyl)-2-(3-fluorophenyl)-N-{(1S)-2-hydroxy-1-[(3R)-tetrahydrofuran-3-yl]ethyl}-3-oxo-2,3-dihydropyridazine-4-carboxamide